BrC=1C(=C(C(=CC1)F)CO)F (3-bromo-2,6-difluoro-phenyl)methanol